8-(6-methoxypyridin-3-yl)-1-(4-(4-(2-morpholinoethyl)-piperazin-1-yl)-3-trifluoromethylphenyl)-1,5-dihydro-4H-[1,2,3]triazolo[4,5-c]quinolin-4-one mesylate S(C)(=O)(=O)O.COC1=CC=C(C=N1)C1=CC=2C3=C(C(NC2C=C1)=O)N=NN3C3=CC(=C(C=C3)N3CCN(CC3)CCN3CCOCC3)C(F)(F)F